acryloyloxypropyl hydrogen Phthalate C(C=1C(C(=O)O)=CC=CC1)(=O)OCCCOC(C=C)=O